(2S,4R)-1-[(2S)-2-(4-cyclopropyltriazol-1-yl)-3,3-dimethyl-butanoyl]-4-hydroxy-N-[1-(4-methoxy-2-naphthyl)ethyl]pyrrolidine-2-carboxamide C1(CC1)C=1N=NN(C1)[C@H](C(=O)N1[C@@H](C[C@H](C1)O)C(=O)NC(C)C1=CC2=CC=CC=C2C(=C1)OC)C(C)(C)C